FC=1C=C(C=CC1)N[C@H]1CC2=CC=C(C=C2C1)NC(C=C)=O (S)-N-(2-((3-fluorophenyl)amino)-2,3-dihydro-1H-inden-5-yl)acrylamide